O1C=C(C=C1)CN(CC=O)C 2-[(FURAN-3-YLMETHYL)(METHYL)AMINO]ACETALDEHYDE